C(C)OC1=C(C(=C(CCI)C=C1)F)F 4-ethoxy-2,3-difluorophenethyl iodide